4-(3-bromophenyl)-3,5-diphenylisoxazole BrC=1C=C(C=CC1)C=1C(=NOC1C1=CC=CC=C1)C1=CC=CC=C1